1-(phenethyl)guanidine C(CC1=CC=CC=C1)NC(=N)N